ClC1=CC(=C(COC2=CC=CC(=N2)C2=CC(=C(CC3=NC4=C(N3[C@@H]3COC[C@@H]3OCC)C=C(C=C4)C(=O)O)C=C2F)F)C=C1)F 2-(4-(6-((4-chloro-2-fluorobenzyl)oxy)pyridin-2-yl)-2,5-difluorobenzyl)-1-((3R,4R)-4-ethoxytetrahydrofuran-3-yl)-1H-benzo[d]imidazole-6-carboxylic acid